OC(=O)C(F)(F)F.C1(CCCC1)NC(C([C@H](C[C@H]1C(NCC1)=O)NC(=O)[C@H]1NCCCC1)O)=O (2S)-N-((2S)-4-(cyclopentylamino)-3-hydroxy-4-oxo-1-((S)-2-oxopyrrolidin-3-yl)butan-2-yl)piperidine-2-carboxamide TFA salt